3-(2,6-difluoro-3-hydroxy-5-methoxyphenyl)-1-ethyl-8-(morpholinylmethyl)-1,3,4,7-tetrahydro-2H-pyrrolo[3',2':5,6]pyrido[4,3-d]pyrimidin-2-one FC1=C(C(=C(C=C1O)OC)F)N1C(N(C2=C(C1)C=NC1=C2C=C(N1)CN1CCOCC1)CC)=O